CN1CC(C1)(C)C(O)(C1=CC=C(C=C1)OC(F)(F)F)C1=CC=CC=C1 (1,3-Dimethyl-azetidin-3-yl)-phenyl-(4-trifluoromethoxy-phenyl)-methanol